C(C)(C)(C)C1=NN2C(NC=3C(=C2)CN(C3)C3CCOCC3)=C1 2-tert-butyl-6-(tetrahydro-2H-pyran-4-yl)-6,7-dihydro-4H-pyrazolo[1,5-a]pyrrolo[3,4-d]pyrimidine